CC=1C=C(C=C(C1)C)NC(=O)C=1C(=CC=2N(C1)C=C(N2)C2CCOCC2)OC N-(3,5-dimethylphenyl)-7-methoxy-2-(tetrahydro-2H-pyran-4-yl)imidazo[1,2-a]pyridine-6-carboxamide